C(C)(C)(C)NC=1SC=C(N1)C tert-butyl-4-methyl-thiazol-2-ylamine